tert-butyl N-[9-[1-(2,6-dioxo-3-piperidyl)-3-methyl-2-oxo-benzimidazol-5-yl] nonyl]carbamate O=C1NC(CCC1N1C(N(C2=C1C=CC(=C2)CCCCCCCCCNC(OC(C)(C)C)=O)C)=O)=O